C(C)(C)(C1=CC=C(N)C=C1)C1=CC=C(N)C=C1 4,4'-(Isopropyliden)-Dianilin